(S,E)-7-(Dimethylamino)-1-((1-((5-fluoro-7-neopentyl-1H-indol-2-yl)methyl)-2-oxo-1,2-dihydropyridin-3-yl)amino)-1,7-dioxohept-5-en-2-yl-dimethylcarbamat CN(C(/C=C/CC[C@H](C(=O)NC=1C(N(C=CC1)CC=1NC2=C(C=C(C=C2C1)F)CC(C)(C)C)=O)CN(C([O-])=O)C)=O)C